CC1(CC(C1)COC(=O)NCC1=C(N=NN1C)C1=CC=C(C(=N1)C)O[C@@H]1C[C@H](CCC1)C(=O)O)C (1S,3S)-3-((6-(5-(((((3,3-dimethylcyclobutyl)methoxy)carbonyl)amino)methyl)-1-methyl-1H-1,2,3-triazol-4-yl)-2-methylpyridin-3-yl)oxy)cyclohexanecarboxylic acid